3-(2-(4-chloro-3-fluorophenyl)-2H-1,2,3-triazol-4-yl)bicyclo[1.1.1]pentan-1-amine HCl salt Cl.ClC1=C(C=C(C=C1)N1N=CC(=N1)C12CC(C1)(C2)N)F